2-((3-(2-chloro-3-phenylanilino)isothiazolo[4,5-b]pyrazin-6-ylmethylene)amino)-3-hydroxybutyric acid ClC1=C(NC2=NSC=3C2=NC=C(N3)C=NC(C(=O)O)C(C)O)C=CC=C1C1=CC=CC=C1